C1(CC1)N1C=C(C(C2=CC(=C(C(=C12)F)N1[C@H](CCC1)COC1=NC=CC=C1)F)=O)C(=O)O (R)-1-cyclopropyl-6,8-difluoro-4-oxo-7-(2-((pyridin-2-yloxy)methyl)pyrrolidin-1-yl)-1,4-dihydro-quinoline-3-carboxylic acid